(E)-2-chloro-N-(3'-((phenoxyimino)methyl)-[1,1'-biphenyl]-2-yl)nicotinamide ClC1=C(C(=O)NC2=C(C=CC=C2)C2=CC(=CC=C2)/C=N/OC2=CC=CC=C2)C=CC=N1